dichloro(bis{di-tert-butyl[4-(dimethylamino)phenyl]-phosphoranyl})palladium Cl[Pd](P(C(C)(C)C)(C(C)(C)C)C1=CC=C(C=C1)N(C)C)(P(C1=CC=C(C=C1)N(C)C)(C(C)(C)C)C(C)(C)C)Cl